C1(CCCCC1)NCC=1NC2=CC(=C(C=C2C1)F)CNC(=O)C=1N=C2N(C(C1)=O)C=CC=C2 N-[[2-[(cyclohexylamino)methyl]-5-fluoro-1H-indol-6-yl]methyl]-4-oxo-pyrido[1,2-a]pyrimidine-2-carboxamide